CS(=O)(=O)C1=CC=C(C=O)C=C1 4-(methylsulfonyl)benzaldehyde